rel-N-(6-amino-5-methyl-3-pyridyl)-2-[(2S,5S)-4,4-difluoro-5-methyl-2-(6-methyl-3-pyridyl)-1-piperidyl]-2-oxo-acetamide NC1=C(C=C(C=N1)NC(C(=O)N1[C@@H](CC([C@H](C1)C)(F)F)C=1C=NC(=CC1)C)=O)C |o1:12,15|